methacrylic acid sulfopropyl-sodium salt S(=O)(=O)(O)CCC[Na].C(C(=C)C)(=O)O